3-(2,6-dichloro-3-(5-hydroxy-1,3-dimethyl-1H-pyrazole-4-carbonyl)benzyl)-5-methyl-1,3,4-oxadiazol-2(3H)-one ClC1=C(CN2C(OC(=N2)C)=O)C(=CC=C1C(=O)C=1C(=NN(C1O)C)C)Cl